C1(=CC=C(C=C1)C=1OC2=C(N1)C(=CC(=C2)C2=CC=C(C=C2)C#N)C=2C1=CC=CC=C1C=1C=CC=CC1C2)C2=CC=CC=C2 2-(biphenyl-4-yl)-6-(4-cyano-phenyl)-4-(phenanthren-9-yl)-benzoxazole